1,2-cyclohexanedicarboxylic acid nonyl 3-pentyl ester CCC(CC)OC(=O)C1C(CCCC1)C(=O)OCCCCCCCCC